C1(=CC=C(C=C1)C=1OC(=CC1)C1=CC=CC=C1)C1=CC=CC=C1 2-([1,1'-biphenyl]-4-yl)-5-phenyl-furan